COCC(C)NC(=O)C1=CC2=C(N=CN2)C=C1 benzoimidazole-5-carboxylic acid (2-methoxy-1-methyl-ethyl)-amide